5-methoxy-naphthoquinone COC1=C2C(C=CC(C2=CC=C1)=O)=O